CS(=O)(=O)OCC[C@H](C1=CC(=C(C=C1)NS(N(C)C)(=O)=O)F)NC(=O)C=1SC2=NC=3CC[C@@H](CC3C=C2N1)C(C)(C)C (R)-3-((S)-7-(tert-butyl)-5,6,7,8-tetrahydrothiazolo[5,4-b]quinoline-2-carboxamido)-3-(4-((N,N-dimethylsulfamoyl)amino)-3-fluorophenyl)propyl methanesulfonate